5,5-dimethyl-3-methylidene-1-(prop-1-en-2-yl)pyrrolidin-2-one CC1(CC(C(N1C(=C)C)=O)=C)C